ClC1C=C(C1)C(=O)NCC(CC1=CC=NC=C1)=O 3-Chloro-N-(2-oxo-3-(pyridine-4-yl)propyl)cyclobutene-1-carboxamide